CNC(=O)C=1C=C2C(=CC1)OCCC21CC1 6-(methylcarbamoyl)-2,3-dihydrospiro[chromen-4,1'-cyclopropane]